FC1=C(C(=CC=C1)F)C1=CC(=CC2=C1C(=NO2)N2C(N1C(=C2)C([C@@H](C1)NS(=O)(=O)C)(F)F)=O)C(F)(F)F N-{(6R)-2-[4-(2,6-difluorophenyl)-6-(trifluoromethyl)-1,2-benzoxazol-3-yl]-7,7-difluoro-3-oxo-2,5,6,7-tetrahydro-3H-pyrrolo[1,2-c]imidazol-6-yl}methanesulfonamide